COCCC(=O)OC1CN(C1)C=1N=C(C2=C(N1)CC[S+]2[O-])N(C2CCOCC2)C [1-[4-[methyl(tetra-hydropyran-4-yl)amino]-5-oxido-6,7-dihydro-thieno[3,2-d]pyrimidin-5-ium-2-yl]azetidin-3-yl] 3-methoxypropanoate